6-(4-(4-(2,3-dichlorophenyl)piperazin-1-yl)butoxy)-2H-benzo[b][1,4]oxazin-3(4H)-one hydrochloride Cl.ClC1=C(C=CC=C1Cl)N1CCN(CC1)CCCCOC1=CC2=C(OCC(N2)=O)C=C1